FC1=C(CN2C(N(N=C2)C2=CC=C(C=C2)CC=2C(=NC=CC2)OC)=O)C(=CC=C1)F 4-(2,6-difluorobenzyl)-2-(4-((2-methoxypyridin-3-yl)methyl)phenyl)-2,4-dihydro-3H-1,2,4-triazol-3-one